2-(4-methylpiperazin-1-yl)thiazole methyl-(S)-3-(3-bromo-5-(difluoromethyl)phenyl)-2-((tert-butoxycarbonyl)amino)propanoate COC([C@H](CC1=CC(=CC(=C1)C(F)F)Br)NC(=O)OC(C)(C)C)=O.CN1CCN(CC1)C=1SC=CN1